ClC1=CC=C(C=C1)C1=CC=NC=2N1N=C(C2C=2OC1=C(N2)C=C(C=C1)S(=O)(=O)C(F)(F)F)S(=O)(=O)CC 2-(7-(4-chlorophenyl)-2-(ethylsulfonyl)pyrazolo[1,5-a]pyrimidin-3-yl)-5-((trifluoromethyl)sulfonyl)benzo[d]oxazole